BrC=1C=NN(C1C1=C(C=2C=CC=NC2C=C1)C#N)C 6-(4-bromo-1-methyl-1H-pyrazol-5-yl)quinoline-5-carbonitrile